tert-Butyl 4-(2-(di((9Z,12Z)-octadeca-9,12-dien-1-yl)amino)ethyl)piperazine-1-carboxylate C(CCCCCCC\C=C/C\C=C/CCCCC)N(CCN1CCN(CC1)C(=O)OC(C)(C)C)CCCCCCCC\C=C/C\C=C/CCCCC